[C@@H]1([C@H](O)[C@H](O)[C@@H](CO)O1)N1C=NC=2C(=O)NC(N)=NC12.OP(O)(=O)OP(=O)(O)OP(=O)(O)O triphosphate-guanosine